C(C)(=O)N1CC(C1)N1C(C=2C=NC=CC2C1=O)=O 2-(1-acetylazetidin-3-yl)-1H-pyrrolo[3,4-c]pyridine-1,3(2H)-dione